C(C)(C)C=1N=C(SC1C1=NC(=NC=C1)SC)N 4-Isopropyl-5-(2-methylsulfanyl-pyrimidin-4-yl)-thiazol-2-ylamine